CN(C(CCCC[C@@H]1SC[C@@H]2NC(N[C@@H]21)=O)=O)CCNC N-methyl-N-(2-(methylamino)ethyl)-5-((3aS,4S,6aR)-2-oxohexahydro-1H-thieno[3,4-d]imidazol-4-yl)pentanamide